C(#N)COC[C@@H]1CN(CCO1)C(=O)OC(C)(C)C tert-butyl (S)-2-((cyanomethoxy)methyl)morpholine-4-carboxylate